CC1=NC(=NN1C=1C=C2C=CN(C2=CC1)CC1=CC=C(C=C1)C1C[C@@H]2[C@@H](CNC2)C1)C(=O)N 5-methyl-1-(1-(4-((3ar,5r,6as)-octahydrocyclopenta[c]pyrrol-5-yl)benzyl)-1H-indol-5-yl)-1H-1,2,4-triazole-3-carboxamide